(5RS,6RS)-3-Oxo-6-(trifluoromethyl)-2-{[6-(trifluoromethyl)pyridin-3-yl]methyl}-2,3,5,6,7,8-hexahydro[1,2,4]triazolo[4,3-a]pyridine-5-carboxylic acid O=C1N(N=C2N1[C@H]([C@@H](CC2)C(F)(F)F)C(=O)O)CC=2C=NC(=CC2)C(F)(F)F |r|